3,6-dihydroxypyrazine-2-carboxylic acid OC=1C(=NC(=CN1)O)C(=O)O